N,N-didodecyl-4-butylaniline C(CCCCCCCCCCC)N(C1=CC=C(C=C1)CCCC)CCCCCCCCCCCC